ClC1=CC(=C(C=C1)N=C=S)F 4-chloro-2-fluoro-1-isothiocyanato-benzene